tert-butyl-[(4-{(1S,3S)-3-[2-(3-fluorophenyl)-1-methyl-1H-imidazol-4-yl]-2,2-dimethylcyclopropyl}phenyl)sulfonyl]Carbamic acid tert-butyl ester C(C)(C)(C)OC(N(S(=O)(=O)C1=CC=C(C=C1)[C@@H]1C([C@H]1C=1N=C(N(C1)C)C1=CC(=CC=C1)F)(C)C)C(C)(C)C)=O